1-(2-Hydroxyphenyl)-3-(4-hydroxyphenyl)prop-2-en-1-one OC1=C(C=CC=C1)C(C=CC1=CC=C(C=C1)O)=O